C(C)(C)(C)OC(=O)N1C[C@@H](CCCC1)NC1CCCC1 (R)-3-(cyclopentylamino)azepan-1-carboxylic acid tert-butyl ester